CC(CN(C)C)Cl.Cl N,N-dimethylamino-2-chloropropane hydrochloride